2,4,6-tris[(4-hydroxy-3,5-dimethylphenyl)methyl]-1,3-benzenediol OC1=C(C=C(C=C1C)CC1=C(C(=CC(=C1O)CC1=CC(=C(C(=C1)C)O)C)CC1=CC(=C(C(=C1)C)O)C)O)C